C[C@@H]1OC(NC12CC(C2)C(=O)N2CCC(CC2)C2=CC=C(C=C2)C2(CC2)C)=O (2R,4s,8s)-8-methyl-2-(4-(4-(1-methylcyclopropyl)phenyl)piperidine-1-carbonyl)-7-oxa-5-azaspiro[3.4]octan-6-one